CCNC(CS(=O)(=O)O)=O N-2-ethyl-sulfoacetamide